4-[5-chloro-2-(4-chlorothiazol-5-yl)-6-oxo-1H-pyrimidin-4-yl]-3-(difluoromethyl)piperazine-1-carboxylic acid tert-butyl ester C(C)(C)(C)OC(=O)N1CC(N(CC1)C=1N=C(NC(C1Cl)=O)C1=C(N=CS1)Cl)C(F)F